C(#N)C1=CC(=C(C=C1)N(S(=O)(=O)C1=CN(C=C1C(CC1=CC=CC=C1)O)S(=O)(=O)C1=CC=C(C)C=C1)COC)F N-(4-cyano-2-fluorophenyl)-4-(1-hydroxy-2-phenylethyl)-N-(methoxymethyl)-1-tosyl-1H-pyrrole-3-sulfonamide